2-(4-(8-Chloro-7-((2-methyl-1-((2-(trimethylsilyl)ethoxy)methyl)-1H-benzo[d]imidazol-6-yl)oxy)quinoxalin-2-yl)-1H-pyrazol-1-yl)acetic acid ClC=1C(=CC=C2N=CC(=NC12)C=1C=NN(C1)CC(=O)O)OC=1C=CC2=C(N(C(=N2)C)COCC[Si](C)(C)C)C1